C(C)OC(=O)C=1NC=2CC[C@]3(C(NC4=NC=CC=C43)=O)CC2C1 (S)-2'-oxo-1,1',2',4,6,7-hexahydrospiro[indole-5,3'-pyrrolo[2,3-b]pyridine]-2-carboxylic acid ethyl ester